ClC1=C(CNC(=O)[C@]2(C=3C=CC=NC3[C@H](CC2)OCC(CO)O)F)C=CC(=C1)Cl (5S,8S)-N-(2,4-dichlorobenzyl)-8-(2,3-dihydroxypropoxy)-5-fluoro-5,6,7,8-tetrahydroquinoline-5-carboxamide